BrC1=C(C=C(C(=C1)[N+](=O)[O-])OC)N1CCC2(CN(C2)C(=O)OCC2=CC=CC=C2)CC1 Benzyl 7-(2-bromo-5-methoxy-4-nitrophenyl)-2,7-diazaspiro[3.5]nonane-2-carboxylate